2-((2-(1,3-Dioxolan-2-yl)-3,4-difluorophenyl)amino)-N-(2-bromo-6-methoxy-pyridin-3-yl)-5-fluoro-4-(trifluoromethyl)benzamide O1C(OCC1)C1=C(C=CC(=C1F)F)NC1=C(C(=O)NC=2C(=NC(=CC2)OC)Br)C=C(C(=C1)C(F)(F)F)F